FC=1C=C2CCN(CC2=CC1)C1=CC(=C(C(=C1)C)NC(=O)C1CCCCCC1)C N-(4-(6-fluoro-3,4-dihydroisoquinolin-2(1H)-yl)-2,6-dimethylphenyl)cycloheptanecarboxamide